C(C)OC(=O)C1(C(CN(CC1)C(=O)OC(C)(C)C)F)C 3-fluoro-4-methyl-piperidine-1,4-dicarboxylic acid 1-tert-butyl 4-ethyl ester